C(C(C)(C)C)[O-] neo-pentanolate